C12CC(CC(C1)C2)OC2=C(C=C(C=C2O)NC(=O)C=2N=C(OC2CC(F)(F)F)N2CC(C2)(CC)CC)Cl N-(4-(bicyclo[3.1.1]heptan-3-yloxy)-3-chloro-5-hydroxyphenyl)-2-(3,3-diethylazetidin-1-yl)-5-(2,2,2-trifluoroethyl)oxazole-4-carboxamide